C1(=CC=C(C=C1)C1=CC=C(O1)C1=NC2=CC=C(C=C2C(=C1)C(=O)O)[N+](=O)[O-])C1=CC=CC=C1 2-(5-([1,1'-biphenyl]-4-yl)furan-2-yl)-6-nitroquinoline-4-carboxylic acid